(R)-1-(2-(1H-indol-3-yl)ethyl)-7-ethoxy-6-(methoxy-d3)-3,4-dihydroisoquinoline-2(1H)-formaldehyde N1C=C(C2=CC=CC=C12)CC[C@H]1N(CCC2=CC(=C(C=C12)OCC)OC([2H])([2H])[2H])C=O